ClNC1=CC=C(C=C1)N1CCC(CC1)N1CCN(CC1)C chloro-4-(4-(4-methylpiperazin-1-yl)piperidin-1-yl)aniline